1-(1H-Benzo[d]imidazol-5-yl)-5-(4-(pentyloxy)phenyl)imidazolidin-2-on N1C=NC2=C1C=CC(=C2)N2C(NCC2C2=CC=C(C=C2)OCCCCC)=O